C(C#CC)(=O)N[C@H]1CCC=C(C1)C1=C2C(=C(NC2=C(C(=C1F)F)C(=O)N)C)Cl (S)-4-(5-(but-2-ynamido)cyclohex-1-en-1-yl)-3-chloro-5,6-difluoro-2-methyl-1H-indole-7-carboxamide